6-fluoro-1-methyl-1,2-dihydropyridin FC1=CC=CCN1C